C(C)OC(=O)C=1N=C2N(C=CC=C2C2=C(C(=CC(=C2)F)F)F)C1C(=C)C 3-(prop-1-en-2-yl)-8-(2,3,5-trifluorophenyl)imidazo[1,2-a]Pyridine-2-carboxylic acid ethyl ester